4-Butoxy-3-methoxybenzoic acid isopropyl ester C(C)(C)OC(C1=CC(=C(C=C1)OCCCC)OC)=O